NCC1=NN(C2=NC=CC(=C21)OCCO)C2=CC=C(C=C2)OC(F)(F)F 2-((3-(aminomethyl)-1-(4-(trifluoromethoxy)phenyl)-1H-pyrazolo[3,4-b]pyridin-4-yl)oxy)ethanol